ONC(\C=C\C1=C(C=CC=C1)N1CCN(CC1)CC1=CC(=CC=C1)C)=O (E)-N-hydroxy-3-(2-(4-(3-methyl-benzyl)piperazin-1-yl)phenyl)acrylamide